ethyl L-methioninate N[C@@H](CCSC)C(=O)OCC